5-(4-(1,1-Dioxo-4-oxo-1,2,5-thiadiazolidin-2-yl)-3-fluoro-5-hydroxyphenyl)-N-isopentylfuran-2-carboxamide O=S1(N(CC(N1)=O)C1=C(C=C(C=C1O)C1=CC=C(O1)C(=O)NCCC(C)C)F)=O